C(=O)(O)CN(CCN(CC(=O)O)CC(=O)O)CCN(CC(=O)O)CC(=O)O (((CARBOXYMETHYL)IMINO)BIS(ETHYLENENITRILO))TETRAACETIC ACID